C1(=CC=CC=C1)N(C1=CC=2CC3=CC=CC=C3C2C=C1)C1=CC=C(C=C1)C=1C=CC=2N(C3=CC=CC=C3C2C1)C1=CC=CC=C1 N-phenyl-N-[4-(9-phenyl-9H-carbazol-3-yl)phenyl]fluorene-2-amine